(trifluoromethyl)pyrazin-2-ol FC(F)(F)C=1C(=NC=CN1)O